CC=1N=CC(=NC1NS(=O)(=O)C)C=1C=C(C(=O)NC2=CC=C(C=C2)COC(C)C2=CC=CC=C2)C=CC1 3-(5-methyl-6-(methylsulfonamido)pyrazin-2-yl)-N-(4-((1-phenylethoxy)methyl)-phenyl)benzamide